NC1=NC2=CC(=C(C=C2C(=C1)CO)C(=O)N1C(CCCC1)C1=C2C=CN(C2=CC=C1)C(C)=O)F 1-(4-(1-(2-amino-7-fluoro-4-(hydroxymethyl)quinoline-6-carbonyl)piperidin-2-yl)-1H-indol-1-yl)ethanone